(R)-1-[(dicyclohexylphosphino)ferrocenyl]Ethyl-di-tert-butylphosphine potassium [K].C1(CCCCC1)P(C1CCCCC1)C=1[C-](C=CC1)[C@@H](C)P(C(C)(C)C)C(C)(C)C.[CH-]1C=CC=C1.[Fe+2]